7-(1-(2-fluoro-4-methoxypyridin-3-yl)piperidin-4-yl)-5-((3-(trifluoromethyl)pyridin-2-yl)methyl)pyrido[2,3-b]pyrazin-6(5H)-one FC1=NC=CC(=C1N1CCC(CC1)C1=CC=2C(=NC=CN2)N(C1=O)CC1=NC=CC=C1C(F)(F)F)OC